CNC=1N=CC(=C2C=C(N=CC12)NC(=O)C1CC1)C1=CC=C(C=C1)OC1=CC=NC=C1 N-(8-(methylamino)-5-(4-(pyridin-4-yloxy)phenyl)-2,7-naphthyridin-3-yl)cyclopropanecarboxamide